(2-cyclopropyl-4-methyl-7-oxo-thieno[2,3-d]pyridazin-6-yl)acetic acid tert-butyl ester C(C)(C)(C)OC(CN1N=C(C2=C(C1=O)SC(=C2)C2CC2)C)=O